5-(4-tert-butoxycarbonylpiperazin-1-yl)-6-fluoro-pyrazolo[1,5-a]pyrimidine-3-carboxylic acid C(C)(C)(C)OC(=O)N1CCN(CC1)C1=NC=2N(C=C1F)N=CC2C(=O)O